CN(C)\C=N\C=1C=2N(C3=CC(=CC=C3N1)C(=O)N(CC1=NC=C(C=C1)C(F)(F)F)C(C)C1=NC=CC=N1)N=CC2C (E)-4-(((dimethylamino)methylene)amino)-3-methyl-N-(1-(pyrimidin-2-yl)ethyl)-N-((5-(trifluoromethyl)Pyridin-2-yl)methyl)pyrazolo[1,5-a]quinoxaline-8-carboxamide